N-[2-(2-chloro-4-methylphenyl)-2,2-difluoroethyl]-6-[(3-cyclopropyl-2-fluorophenyl)thio]-3-methyl-1,2,4-triazine-5-carboxamide ClC1=C(C=CC(=C1)C)C(CNC(=O)C=1N=C(N=NC1SC1=C(C(=CC=C1)C1CC1)F)C)(F)F